ClC1(C(C(=C(C(=C1)F)F)F)F)F 1-chloro-1,2,3,4,5-pentafluorobenzene